S(=O)(=O)(O)O.NC=1C=CC=2NC3=CC=C(C=C3N(C2C1)C1=CC=CC=C1)N(C)C 3-amino-7-dimethylamino-5-phenylphenazine sulfate